6-Bromo-4-(((2S,6R)-2,6-dimethylmorpholino)methyl)-N-(tetrahydro-2H-pyran-4-yl)pyridin BrC1=CC(=CCN1C1CCOCC1)CN1C[C@@H](O[C@@H](C1)C)C